CN1N=CC=2CN(C=3C(=CC=CC3C21)NC(OC(C)(C)C)=O)C tert-butyl (1,5-dimethyl-4,5-dihydro-1H-pyrazolo[4,3-c]quinolin-6-yl)carbamate